N1(CCC(CC1)C=1C=C2CN(C(C2=CC1)=O)C1C(NC(CC1)=O)=O)C1CCNCC1 3-(5-([1,4'-bipiperidin]-4-yl)-1-oxoisoindolin-2-yl)piperidine-2,6-dione